CC1(CCC=2C(=NN(C2C1)COCC[Si](C)(C)C)C1=NC=2C(=NC=C(C2)N(C([C@H](C)C2CCOCC2)=O)C)N1)C (R)-N-(2-(6,6-Dimethyl-1-((2-(trimethylsilyl)ethoxy)methyl)-4,5,6,7-tetrahydro-1H-indazol-3-yl)-3H-imidazo[4,5-b]pyridin-6-yl)-N-methyl-2-(tetrahydro-2H-pyran-4-yl)propanamide